N'2,N'9-Bis[(1-benzylquinolinium-6-yl)methylene]-1,10-phenanthroline-2,9-dicarbohydrazide bromide [Br-].C(C1=CC=CC=C1)[N+]1=CC=CC2=CC(=CC=C12)C=NNC(=O)C1=NC2=C3N=C(C=CC3=CC=C2C=C1)C(=O)NN=CC=1C=C2C=CC=[N+](C2=CC1)CC1=CC=CC=C1.[Br-]